6-((4-chloro-2-fluorobenzyl)oxy)-N-(piperidin-4-yl)pyridin-2-amine ClC1=CC(=C(COC2=CC=CC(=N2)NC2CCNCC2)C=C1)F